ethyl 2-[(7S)-3,7-dimethyl-4,5,6,7-tetrahydroindazol-2-yl]acetate CC=1N(N=C2[C@H](CCCC12)C)CC(=O)OCC